2,2-bis(hydroxymethyl)-1,4-butanediol OCC(CO)(CCO)CO